CN(C(=O)C1=NNC(=C1)C1=NC2=CC=CC=C2C(=C1)C1(CC1)NC(C1=C(C=C(C=C1)COCC=1N=CSC1)C)=O)C N,N-dimethyl-5-(4-(1-(2-methyl-4-((thiazol-4-ylmethoxy)methyl)benzamido)cyclopropyl)quinolin-2-yl)-1H-pyrazole-3-carboxamide